N2-Leucylarginine N[C@@H](CC(C)C)C(=O)N[C@@H](CCCNC(N)=N)C(=O)O